C1(CC1)C(=O)NC1=CC(=C(N=N1)C(=O)NOCC)NC1=C(C(=CC=C1)C1=NN(C=N1)CCF)OC 6-(cyclopropanecarboxamido)-N-ethoxy-4-((3-(1-(2-fluoroethyl)-1H-1,2,4-triazol-3-yl)-2-Methoxyphenyl)amino)pyridazine-3-carboxamide